(3R)-3-(3-chloro-5-(9-(tetrahydro-2H-pyran-2-yl)-9H-purin-6-yl)phenyl)morpholine ClC=1C=C(C=C(C1)C1=C2N=CN(C2=NC=N1)C1OCCCC1)[C@H]1NCCOC1